N1N=CNC1 4,5-dihydro-[1,2,4]triazole